2-[(3-bromo-2-fluorophenyl)methyl]-3-(hydroxyimino)-5-methylpyrrolidine-1-carboxylic acid phenylmethyl ester C1(=CC=CC=C1)COC(=O)N1C(C(CC1C)=NO)CC1=C(C(=CC=C1)Br)F